C1(=CC=CC=C1)CS(=O)(=O)OC1=C(O[C@@](C1=O)([2H])C1=C(C=CC=C1)OC)N (S)-2-amino-5-(2-methoxyphenyl)-4-oxo-4,5-dihydrofuran-3-yl-5-d phenylmethanesulfonate